ClC=1C(=NC=C(C1)C(F)(F)F)N1C(SC2=C1C=CC(=C2)S(=O)(=O)Cl)=O (3-chloro-5-(trifluoromethyl)pyridin-2-yl)-benzothiazol-2(3H)-one-6-sulfonyl chloride